O=C(CCOC[C@@H](CC1CCNCC1)NC1=C(C(NN=C1)=O)C(F)(F)F)N1CCN(CC1)C1=NC=C(C=N1)C(F)(F)F (R)-5-((1-(3-Oxo-3-(4-(5-(trifluoromethyl)pyrimidin-2-yl)piperazin-1-yl)propoxy)-3-(piperidin-4-yl)propan-2-yl)amino)-4-(trifluoromethyl)pyridazin-3(2H)-one